4-fluoro-N-(2-fluoro-4-(8-methyl-2-(4-methylpiperazin-1-yl)imidazo[1',2':1,6]pyrido[2,3-d]pyrimidin-6-yl)phenyl)benzamide FC1=CC=C(C(=O)NC2=C(C=C(C=C2)C2=CC3=C(N=C(N=C3)N3CCN(CC3)C)N3C2=NC(=C3)C)F)C=C1